C(CCCCC)(=O)OC(C)C isopropyl n-hexanoate